C(C1=CC=CC=C1)(C1=CC=CC=C1)NC1=C(C=C(C=N1)N1CC(N(CC1)C(=O)OC(C)(C)C)(C)C)C tert-butyl 4-(6-((benzhydryl) amino)-5-methylpyridin-3-yl)-2,2-dimethylpiperazine-1-carboxylate